(2r,4s)-2-(hydroxymethyl)-4-methoxypyrrolidine-1-carboxylic acid tert-butyl ester C(C)(C)(C)OC(=O)N1[C@H](C[C@@H](C1)OC)CO